3-cyano-2-methyl-phenyl-boronic acid C(#N)C=1C(=C(C=CC1)B(O)O)C